4-{5-[4-(trifluoromethoxy)phenyl]-octahydropyrrolo[3,4-c]pyrrol-2-yl}oxolan-2-one FC(OC1=CC=C(C=C1)N1CC2C(C1)CN(C2)C2CC(OC2)=O)(F)F